2,4-Diphenyl-5-hexylimidazole C1(=CC=CC=C1)C=1NC(=C(N1)C1=CC=CC=C1)CCCCCC